(4-bromo-2-methoxyphenyl)methanesulfonamide BrC1=CC(=C(C=C1)CS(=O)(=O)N)OC